OC1=C(C=CC=C1)C1=CC(=CN=N1)N1CCC(CC1)(C(=O)N1CCC(CC1)[C@@H](C)OC1=CC=C(C=C1)[C@@H]1C(NC(CC1)=O)=O)C1=CC=CC=C1 |&1:36| (3RS)-3-{4-[(1R)-1-(1-{1-[6-(2-hydroxyphenyl)pyridazin-4-yl]-4-phenylpiperidine-4-carbonyl}piperidin-4-yl)ethoxy]phenyl}piperidine-2,6-dione